NCC1=NC=C2C=C(CN(C2=C1)C)C1=C(C(=CC(=C1Cl)OC)OC)Cl 7-(aminomethyl)-3-(2,6-dichloro-3,5-dimethoxyphenyl)-1-methyl-1,6-naphthyridin